C1(=CC=CC=C1)C=1C(C=C(C(C1)=O)C1=CC=CC=C1)=O 2,5-diphenyl-p-benzoquinone